N-(4-(ethylsulfonyl)benzyl)-4-((2S)-2-(methoxymethyl)-4-(4-(trifluoromethyl)phenyl)pyrrolidin-1-yl)benzamide C(C)S(=O)(=O)C1=CC=C(CNC(C2=CC=C(C=C2)N2[C@@H](CC(C2)C2=CC=C(C=C2)C(F)(F)F)COC)=O)C=C1